NC1=C(NC=C1C(=O)OCC)C(=O)OCC 2,4-diethyl 3-amino-1H-pyrrole-2,4-dicarboxylate